ClC1=C(C=C(C=C1)CC(=O)OCC)OCC1=C(C=CC=C1)CN1C(=NC2=C1C=CC=C2)C2=CC=C(C=C2)OC(F)(F)F Ethyl 2-(4-chloro-3-((2-((2-(4-(trifluoromethoxy)phenyl)-1H-benzo[d]imidazol-1-yl)methyl)benzyl)oxy)phenyl)acetate